4-chloro-3-(6-(1,2-dihydroxyethyl)-5,7-difluoro-4-oxo-1,4-dihydroquinolin-2-yl)benzeneCarbonitrile ClC1=C(C=C(C=C1)C#N)C=1NC2=CC(=C(C(=C2C(C1)=O)F)C(CO)O)F